CC(CC(=O)N(C1CCN(CC1)[C@H](C)C1=CC=CC2=CC=CC=C12)CC(=O)NCC(=O)NC/C=C/C(=O)OC)C methyl (R,E)-4-(2-(2-(3-methyl-N-(1-(1-(naphthalen-1-yl)ethyl)piperidin-4-yl)butanamido)acetamido)acetamido)but-2-enoate